1-[3-(3,5-dimethyl-1,2-oxazol-4-yl)propanoyl]-4-fluoro-N-{phenyl[4-(propan-2-yl)phenyl]methyl}pyrrolidine-2-carboxamide CC1=NOC(=C1CCC(=O)N1C(CC(C1)F)C(=O)NC(C1=CC=C(C=C1)C(C)C)C1=CC=CC=C1)C